(6S)-2-amino-N-(1H-pyrrolo[2,3-b]pyridin-4-ylmethyl)-N-((5-(trifluoromethyl)-2-pyridinyl)methyl)-5,6,7,8-tetrahydro-6-quinolinecarboxamide NC1=NC=2CC[C@@H](CC2C=C1)C(=O)N(CC1=NC=C(C=C1)C(F)(F)F)CC1=C2C(=NC=C1)NC=C2